8-Cyclopropyl-2-morpholinoquinazoline-6-carbaldehyde C1(CC1)C=1C=C(C=C2C=NC(=NC12)N1CCOCC1)C=O